tert-butyl ((1r,4r)-4-((tert-butoxycarbonyl)amino)cyclohexyl)(2-(4-chloro-3-(5-cyano-3-fluoro-2-(2-methoxyethoxy)pyridin-4-yl)phenyl)-2-phenylethyl)carbamate C(C)(C)(C)OC(=O)NC1CCC(CC1)N(C(OC(C)(C)C)=O)CC(C1=CC=CC=C1)C1=CC(=C(C=C1)Cl)C1=C(C(=NC=C1C#N)OCCOC)F